1-(2-(5-((R)-7-(4-fluorobenzoyl)-8-methyl-5,6,7,8-tetrahydro-[1,2,4]triazolo[4,3-a]pyrazin-3-yl)-1,2,4-thiadiazol-3-yl)pyrrolidin-1-yl)ethan-1-one FC1=CC=C(C(=O)N2[C@@H](C=3N(CC2)C(=NN3)C3=NC(=NS3)C3N(CCC3)C(C)=O)C)C=C1